C(C(O)C)(=O)N[C@@H](CC(C)C)C(=O)O N-lactoyl-leucine